ClC=1C=CC=C(C1)O 5-chlorophenol